FC(OC=1C=NC(=NC1)NCC(CNC=1SC2=C(N1)C=CC(=C2)S(=O)(=O)N2CCOCC2)C)F N1-(5-(difluoromethoxy)pyrimidin-2-yl)-2-methyl-N3-(6-(morpholinosulfonyl)benzo[d]thiazol-2-yl)propane-1,3-diamine